CC(C(CC(=O)OCC)=O)(C)C ethyl 4,4-dimethyl-3-oxo-pentanoate